BrC=1C=C2C=NN(C2=CC1)C1=CC(=C(C=C1)F)OC 5-bromo-1-(4-fluoro-3-methoxyphenyl)-1H-indazole